OCCNC(=O)C1=NC=CC(=C1)NC(O[C@@H](COC1=CC2=C(N=C(S2)C2=C3N=CC(=NC3=CC(=C2)C)OC)C=C1F)C)=O (R)-1-((5-fluoro-2-(2-methoxy-7-methylquinoxalin-5-yl)benzo[d]thiazol-6-yl)oxy)propan-2-yl (2-((2-hydroxyethyl)carbamoyl)pyridin-4-yl)carbamate